pentadecane-4,4-diol CCCC(CCCCCCCCCCC)(O)O